5-chloro-N-(3-methoxy-4-(4-(4-methylpiperazin-1-yl)piperidin-1-yl)phenyl)-4-(3-phenylisoOxazolidin-2-yl)pyrimidin-2-amine ClC=1C(=NC(=NC1)NC1=CC(=C(C=C1)N1CCC(CC1)N1CCN(CC1)C)OC)N1OCCC1C1=CC=CC=C1